lysyl-benzenediol N[C@@H](CCCCN)C(=O)C1=C(C(=CC=C1)O)O